C1(CC1)C=1ON=C2C=3N(C(CC21)C)C=NC3 3-cyclopropyl-5-methyl-4,5-dihydroimidazo[1,5-a]isoxazolo[3,4-c]pyridine